4-nitrophenyl (5-bromopyrimidin-2-yl)(trans-4-((tert-butoxycarbonyl)amino)cyclohexyl)carbamate BrC=1C=NC(=NC1)N(C(OC1=CC=C(C=C1)[N+](=O)[O-])=O)[C@@H]1CC[C@H](CC1)NC(=O)OC(C)(C)C